2-(2-cyclopropyl-3-(1,1-difluoroethyl)phenyl)-2-(3-(5-(5,6,7,8-tetrahydro-1,8-naphthyridin-2-yl)pentyloxy)azetidin-1-yl)acetic acid C1(CC1)C1=C(C=CC=C1C(C)(F)F)C(C(=O)O)N1CC(C1)OCCCCCC1=NC=2NCCCC2C=C1